N1C(=NC=C1)CC1CCN(CC1)C(=O)C1=CC=C(C=C1)C1=CC=C(C=C1)F (4-((1H-imidazol-2-yl)methyl)piperidin-1-yl)(4'-fluoro-[1,1'-biphenyl]-4-yl)methanone